BrC1=CC(=NC=C1)NC1=CC=C(C=C1)S(=O)(=O)N1CCN(CC1)C 4-bromo-N-(4-((4-methylpiperazin-1-yl)sulphonyl)phenyl)pyridin-2-amine